OC1CCC(CC1)N(CCCCCCCC(=O)N(CCCCCCCCCCCC)CCCCCCCC)CCCCCCCC(=O)N(CCCCCCCC)CCCCCCCCCCCC 8,8'-(((1s,4s)-4-hydroxycyclohexyl)azanediyl)bis(N-dodecyl-N-octyloctanamide)